1-(2-(((1R,4R)-4-hydroxycyclohexyl)amino)-6-((5-(5-phenyl-1,3,4-oxadiazol-2-yl)thiazole-2-yl)amino)pyrimidin-4-yl)piperidin-4-ol OC1CCC(CC1)NC1=NC(=CC(=N1)N1CCC(CC1)O)NC=1SC(=CN1)C=1OC(=NN1)C1=CC=CC=C1